7-((3R,4R)-3-ethoxy-4-(3-(trifluoromethyl)phenoxy)piperidin-1-yl)-4-methyl-2,4-dihydro-5H-pyrazolo[4,3-b]pyridin-5-one C(C)O[C@@H]1CN(CC[C@H]1OC1=CC(=CC=C1)C(F)(F)F)C=1C=2C(N(C(C1)=O)C)=CNN2